4-(DIMETHYLAMINO)-2-PYRIDINECARBOXALDEHYDE CN(C1=CC(=NC=C1)C=O)C